C(C)(C)(C)NC(=O)C=1C=C(C=CC1F)C1=NN(C(=C1CC1=CC(=C(C=C1)S(N)(=O)=O)F)CC1CC1)C=1SC=C(N1)C(=O)O 2-(3-(3-(tert-butylcarbamoyl)-4-fluorophenyl)-5-(cyclopropylmethyl)-4-(3-fluoro-4-sulfamoylbenzyl)-1H-pyrazol-1-yl)thiazole-4-carboxylic acid